ClC1=C(C=C(C=C1)N1N=C(N=C1CNC(=O)NCC1=NC=NN1C1=NC=C(C=C1)OC)C)F 1-{[1-(4-chloro-3-fluorophenyl)-3-methyl-1H-1,2,4-triazol-5-yl]methyl}-3-{[1-(5-methoxypyridin-2-yl)-1H-1,2,4-triazol-5-yl]methyl}urea